N-(2-(1-Benzylpiperidin-4-yl)ethyl)-2-(4-(piperidin-4-yloxy)phenyl)thiazole-5-carboxamide C(C1=CC=CC=C1)N1CCC(CC1)CCNC(=O)C1=CN=C(S1)C1=CC=C(C=C1)OC1CCNCC1